2-[[5-(4-chloro-2-fluoro-phenyl)-3-methyl-triazol-4-yl]methyl]-5-(6-chloro-5-methoxy-3-pyridinyl)pyridazin-3-one ClC1=CC(=C(C=C1)C1=C(N(N=N1)C)CN1N=CC(=CC1=O)C=1C=NC(=C(C1)OC)Cl)F